4-((2S,4S)-1-((5-methoxy-7-methyl-1H-indol-4-yl)methyl)-4-(1H-pyrazol-1-yl)piperidin-2-yl)benzoic acid COC=1C(=C2C=CNC2=C(C1)C)CN1[C@@H](C[C@H](CC1)N1N=CC=C1)C1=CC=C(C(=O)O)C=C1